2-(5,5-Dimethyl-2-oxo-2λ5-[1,3,2]dioxaphosphinan-2-yl)-2-methyl-3,4-dihydro-2H-pyrrole 1-oxide CC1(COP(OC1)(=O)C1([N+](=CCC1)[O-])C)C